CN1C=C(C=2C1=CN=C(C2)N)B2OC(C(O2)(C)C)(C)C 1-methyl-3-(4,4,5,5-tetramethyl-1,3,2-dioxaborolan-2-yl)-1H-pyrrolo[2,3-c]pyridin-5-amine